NC=1C2=C(N=CN1)N(C(=C2C2=CC=C(C=C2)OC2=CC=CC=C2)C#CC2CN(C2)C(C=C)=O)C(C)C 1-(3-((4-amino-7-isopropyl-5-(4-phenoxyphenyl)-7H-pyrrolo[2,3-d]pyrimidin-6-yl)ethynyl)azetidin-1-yl)prop-2-en-1-one